S1C(=NC2=C1C=CC=C2)CN2CCN(CC2)C=2C=C(NCCOC)C=CC2C=2N=NNN2 3-[4-(1,3-benzothiazol-2-ylmethyl)-piperazin-1-yl]-N-(2-methoxyethyl)-4-(2H-tetrazol-5-yl)aniline